Methyl-dodecyl-sulfonium tetrakis(pentafluorophenyl)borate FC1=C(C(=C(C(=C1[B-](C1=C(C(=C(C(=C1F)F)F)F)F)(C1=C(C(=C(C(=C1F)F)F)F)F)C1=C(C(=C(C(=C1F)F)F)F)F)F)F)F)F.C[SH+]CCCCCCCCCCCC